ClC=1C=CC=C2C=CC=C(C12)C1CC=2N=C(N=C(C2CO1)N1C[C@@H](NCC1)CC#N)SC 2-((2S)-4-(7-(8-chloronaphthalen-1-yl)-2-(methylthio)-7,8-dihydro-5H-pyrano[4,3-d]pyrimidin-4-yl)piperazin-2-yl)acetonitrile